3,4-dihydro-1(2H)-quinolinecarboxaldehyde N1(CCCC2=CC=CC=C12)C=O